CN1C(=O)N(C(=O)C(C1=O)CC)C 1,3-dimethyl-5-ethylbarbituric acid